(1R,5S)-2-tert-butoxycarbonyl-2-azabicyclo[3.1.0]hexane-1-carboxylic acid C(C)(C)(C)OC(=O)N1[C@@]2(C[C@@H]2CC1)C(=O)O